N2-(3-methyltetrahydrofuran-3-yl)-6-(trifluoromethyl)pyridine-2,3-diamine CC1(COCC1)NC1=NC(=CC=C1N)C(F)(F)F